2-(4-chlorophenyl)-2-(5-(dimethoxymethyl)-2-(methylsulfonyl)pyrimidin-4-yl)acetic acid methyl ester COC(C(C1=NC(=NC=C1C(OC)OC)S(=O)(=O)C)C1=CC=C(C=C1)Cl)=O